1-(4-methoxybenzyl)-3-(6-(4-(pyridin-2-ylmethyl)piperazine-1-carbonyl)spiro[3.3]heptan-2-yl)urea COC1=CC=C(CNC(=O)NC2CC3(C2)CC(C3)C(=O)N3CCN(CC3)CC3=NC=CC=C3)C=C1